NC=1C(=CC2=C(N(C(N2C)=O)C)C1)NC(=O)N1C=CC2=C1N=CN=C2N(C)[C@H]2CN(CC[C@H]2C)C(CC#N)=O N-(6-amino-1,3-dimethyl-2-oxo-2,3-dihydro-1H-benzo[d]imidazol-5-yl)-4-(((3R,4R)-1-(2-cyanoacetyl)-4-methylpiperidin-3-yl)(methyl)amino)-7H-pyrrolo[2,3-d]pyrimidine-7-carboxamide